(R)-2-(3-Chloro-6-fluorobenzo[b]thiophene-2-carboxamido)-3-phenyl-propanoic acid ClC=1C2=C(SC1C(=O)N[C@@H](C(=O)O)CC1=CC=CC=C1)C=C(C=C2)F